Tert-Butyl (S)-(4-chloro-3-oxo-1-((1,1,1-trifluoro-2-methylpropan-2-yl)oxy)butan-2-yl)carbamate ClCC([C@H](COC(C(F)(F)F)(C)C)NC(OC(C)(C)C)=O)=O